tert-butyl (E)-3-(1-{[2-(trimethylsilyl)ethoxy]methyl}-4-pyrazolyl)-2-butenoate C[Si](CCOCN1N=CC(=C1)/C(=C/C(=O)OC(C)(C)C)/C)(C)C